COC1=C(CNC=2C3=C(N=CN2)C(=CN3C)C(=O)OC)C=CC(=C1)OC methyl 4-((2,4-dimethoxybenzyl) amino)-5-methyl-5H-pyrrolo[3,2-d]pyrimidine-7-carboxylate